N1(CCCC1)C(=O)C1=CN=C2N1C=C(C=C2)C=2C=CN1N=C(N=CC12)NCC1(CC1)C(F)(F)F pyrrolidin-1-yl(6-(2-(((1-(trifluoromethyl)cyclopropyl)methyl)amino)pyrrolo[2,1-f][1,2,4]triazin-5-yl)imidazo[1,2-a]pyridin-3-yl)methanone